N-(4-(4-(3-(methylsulfonamido)phenyl)-2-(methylthio)-1H-imidazol-5-yl)pyridin-2-yl)acetamide CS(=O)(=O)NC=1C=C(C=CC1)C=1N=C(NC1C1=CC(=NC=C1)NC(C)=O)SC